3-Bromo-3-Bromo-1-methyl-5-(tetrahydro-2H-pyran-4-yloxy)-1H-1,2,4-triazol BrC1(NN(C(=N1)OC1CCOCC1)C)Br